(E)-4-(2-(4,4-difluorocyclohexyl)vinyl)-5-methoxypyrimidin-2-amine FC1(CCC(CC1)/C=C/C1=NC(=NC=C1OC)N)F